C(CCCCC)N(CCCCCC)CC(=O)OCCCCCCCC 1-octanol N,N-dihexylaminoacetate